OC1(CCN(CC1)C(=O)OC(C)(C)C)CN1C=NC(=CC1=O)NCCN1CCCC1 tert-butyl 4-hydroxy-4-((6-oxo-4-((2-(pyrrolidin-1-yl)ethyl)amino)pyrimidin-1(6H)-yl)methyl)piperidine-1-carboxylate